C(C)(C)OC1=C(C(=CC=C1)OC(C)C)O 2,6-diisopropyloxyphenol